(S,Z)-3-((5-(bicyclo[1.1.1]pentan-1-yl)-2-methyl-7-(methylthio)-1,1-dioxido-3-(4,4,4-trifluorobutyl)-2,3,4,5-tetrahydrobenzo[f][1,2,5]thiadiazepin-8-yl)oxy)-2-fluoroacrylic acid C12(CC(C1)C2)N2C[C@@H](N(S(C1=C2C=C(C(=C1)O\C=C(\C(=O)O)/F)SC)(=O)=O)C)CCCC(F)(F)F